O=C1C2CN(CCN2C=2C=CC=C(CCCCCCN1)C2)C(=O)[O-] 8-oxo-2,5,9-triazatricyclo[14.3.1.02,7]eicosa-1(20),16,18-triene-5-carboxylate